2-(5-fluoro-2-(3-(5-phenyl-1-(2,2,2-trifluoroethyl)-1H-pyrazole-3-carboxamido)-4-(piperidin-1-yl)benzamido)phenyl)acetic acid FC=1C=CC(=C(C1)CC(=O)O)NC(C1=CC(=C(C=C1)N1CCCCC1)NC(=O)C1=NN(C(=C1)C1=CC=CC=C1)CC(F)(F)F)=O